4-morpholino-6-[(2S)-2-phenylpyrrolidin-1-yl]-1H-pyridin-2-one O1CCN(CC1)C1=CC(NC(=C1)N1[C@@H](CCC1)C1=CC=CC=C1)=O